2-methyl-2-((2-(6-(4-methoxyphenylethoxy)-1H-indol-1-yl)ethyl)amino)propane-1,3-diol CC(CO)(CO)NCCN1C=CC2=CC=C(C=C12)OCCC1=CC=C(C=C1)OC